O(C1=CC=CC=C1)C1=CC=C(C=C1)C1=CNC=2N=CN=C(C21)C2CN(CCC2)C(C=C)=O 1-(3-(5-(4-phenoxyphenyl)-7H-pyrrolo[2,3-d]pyrimidin-4-yl)-piperidin-1-yl)-2-propen-1-one